N-{(3R)-1-[4-({(1R)-1-[3-(difluoromethyl)-2-fluorophenyl]ethyl}amino)-2,8-dimethylpyrido[3,4-d]pyrimidin-6-yl]pyrrolidin-3-yl}acetamide FC(C=1C(=C(C=CC1)[C@@H](C)NC=1C2=C(N=C(N1)C)C(=NC(=C2)N2C[C@@H](CC2)NC(C)=O)C)F)F